4-(3-(3-bromo-4-hydroxyphenyl)-4,4-dimethyl-5-oxo-2-thioxoimidazol-1-yl)-2-(trifluoromethyl)benzonitrile BrC=1C=C(C=CC1O)N1C(N(C(C1(C)C)=O)C1=CC(=C(C#N)C=C1)C(F)(F)F)=S